6-[5-[(1S)-1-[[6-chloro-8-(trifluoromethyl)quinazolin-4-yl]-methyl-amino]ethyl]-1,2,4-triazol-1-yl]-N-(2-cyanoethyl)pyrimidine-4-carboxamide ClC=1C=C2C(=NC=NC2=C(C1)C(F)(F)F)N([C@@H](C)C1=NC=NN1C1=CC(=NC=N1)C(=O)NCCC#N)C